2-chloro-4-fluoro-3-methyl-benzonitrile ClC1=C(C#N)C=CC(=C1C)F